(5-bromo-6-indan-2-yloxy-2-methyl-3-pyridyl)-N-ethyl-N-methyl-formamidine BrC=1C=C(C(=NC1OC1CC2=CC=CC=C2C1)C)C(=N)N(C)CC